C(C)(C)(C)OC(=O)NC(C(=O)OC)P(=O)(OC)OC methyl [(tert-butoxycarbonyl)amino](dimethoxyphosphoryl)acetate